1-(5-bromo-3-fluoropyridin-2-yl)azetidin-3-ol BrC=1C=C(C(=NC1)N1CC(C1)O)F